FC1=CC(=C(CC2(CCN(CC2)C(C2=C(N=CC=C2)C2=NC=NC=C2)=O)C#N)C=C1)C(F)(F)F 4-(4-fluoro-2-(trifluoromethyl)benzyl)-1-(2-(pyrimidin-4-yl)nicotinoyl)piperidine-4-carbonitrile